2,4,6-trichloro-5-(1,3-dioxan-2-yl)nicotinamide ClC1=C(C(=O)N)C(=C(C(=N1)Cl)C1OCCCO1)Cl